N1C=NC(=C1)S(=O)(=O)N1C[C@H]([C@H](CC1)NC1=NC=C(C(=N1)Cl)C(F)(F)F)C N-((3R,4S)-1-((1H-imidazol-4-yl)sulfonyl)-3-methylpiperidin-4-yl)-4-chloro-5-(trifluoromethyl)pyrimidin-2-amine